5-(diphenoxyphosphonooxy)-2,3-dihydro-4H-1,4-oxazine-4-carboxylic acid tert-butyl ester C(C)(C)(C)OC(=O)N1CCOC=C1OP(=O)(OOC1=CC=CC=C1)OOC1=CC=CC=C1